di-t-amyl phthalate C(C=1C(C(=O)OC(C)(C)CC)=CC=CC1)(=O)OC(C)(C)CC